N1C=C(C2=NC=CC=C21)CN2N=NC(=C2)C2=CC(=NC(=N2)N)C=2C(=C(C#N)C=CC2)C 3-(6-(1-((1H-pyrrolo[3,2-b]pyridin-3-yl)methyl)-1H-1,2,3-triazol-4-yl)-2-aminopyrimidin-4-yl)2-methylbenzonitrile